ClC=1C(=NC=CC1C1=C(C(=CC=C1)C1=NC(=C(C=C1)CNC1CC(C1)(C)O)OC)Cl)C1=CC(=C(CN2CC3(C2)CNC(C3)=O)C=C1)OC 2-(4-(3-chloro-4-(2-chloro-3-(5-((((1s,3r)-3-hydroxy-3-methylcyclobutyl)amino)methyl)-6-methoxypyridin-2-yl)phenyl)pyridin-2-yl)-2-methoxybenzyl)-2,6-diazaspiro[3.4]octan-7-one